1-(3,4-dimethylpyrimidino[4',5':4,5]thieno[2,3-c]pyridazin-8-yl)-3-methylazetidin-3-ol CC1=C(C2=C(N=N1)SC1=C2N=CN=C1N1CC(C1)(O)C)C